The molecule is a catechin that is a flavan substituted by hydroxy groups at positions 3, 3', 4', 5, 5' and 7 (the trans isomaer). It is isolated from Acacia mearnsii. It has a role as a metabolite. It is a catechin and a flavan-3,3',4',5,5',7-hexol. C1[C@@H]([C@H](OC2=CC(=CC(=C21)O)O)C3=CC(=C(C(=C3)O)O)O)O